BrC1=C(N=NC(=C1)C1=C(C=CC=C1)OCOC)N 4-bromo-6-(2-(methoxymethoxy)phenyl)pyridazin-3-amine